CC1(OCC(CO1)ONC(=O)C=1C(=C(C2=C(C(=CO2)C)C1)F)NC1=C(C=C(C=C1)I)F)C N-((2,2-dimethyl-1,3-dioxan-5-yl)oxy)-7-fluoro-6-((2-fluoro-4-iodophenyl)amino)-3-methylbenzofuran-5-carboxamide